(S)-3-(((5-(2-ethylphenyl)isoindolin-1-yl)methyl)amino)isonicotinic acid C(C)C1=C(C=CC=C1)C=1C=C2CN[C@@H](C2=CC1)CNC1=C(C(=O)O)C=CN=C1